(1S,2S,3S,6R)-6-((3-chlorophenethyl)amino)-4-(fluoromethyl)cyclohex-4-ene-1,2,3-triol ClC=1C=C(CCN[C@@H]2C=C([C@@H]([C@@H]([C@H]2O)O)O)CF)C=CC1